C(CC1=CC=CC=C1)OC(C1C(C2=CC(O)=C(O)C=C2)O1)=O caffeic acid phenethyl ester oxide